C(OC=1C(=NC=CC1OC)C(N[C@H](C(=O)NN=C(C1=CC(=CC=C1)C(C)C)C1=CC(=CC=C1)C(C)C)C)=O)(OCC(C)C)=O (S)-2-((1-(2-(bis(3-isopropylphenyl)methylene)hydrazineyl)-1-oxopropan-2-yl)carbamoyl)-4-methoxypyridin-3-yl isobutyl carbonate